ClC1=CC=C(C=C1)C1=CC2=C(N=CN(C2=O)CC(C(F)(F)F)O)C(=N1)C=1C=NC=CC1 6-(4-chlorophenyl)-8-(pyridin-3-yl)-3-(3,3,3-trifluoro-2-hydroxypropyl)pyrido[3,4-d]pyrimidin-4(3H)-one